2-[4-(3-fluorophenyl)-4-hydroxy-1-piperidinyl]-1-hydroxyethyl-3,4-dihydro-2(1H)-quinolinone FC=1C=C(C=CC1)C1(CCN(CC1)CC(O)N1C(CCC2=CC=CC=C12)=O)O